F[B-](F)(F)F.S(=O)(=O)(O)C(CCCCCCCC)C=1NC=C(N1)C=C 1-sulfononyl-4-vinylimidazole tetrafluoroborate